methyl 1-(2-(trifluoromethoxy)ethyl)-1H-pyrazole-4-carboxylate FC(OCCN1N=CC(=C1)C(=O)OC)(F)F